COC=1C(=NC=CC1C1=NN(N=C1)C)NC1=C(N=NC(=C1)NC1=NC=C(C=C1)N1CCOCC1)C(=O)NC([2H])([2H])[2H] 4-{[3-methoxy-4-(2-methyl-2H-1,2,3-triazol-4-yl)pyridin-2-yl]amino}-N-(2H3)methyl-6-{[5-(morpholin-4-yl)pyridin-2-yl]amino}pyridazine-3-carboxamide